FC1=CC=C(OC2(CC2)C(=O)NC2=CC(=C(C=C2)OC=2C=NC(=NC2)N2CCOCC2)C)C=C1 1-(4-fluorophenoxy)-N-(3-methyl-4-((2-morpholino-pyrimidin-5-yl)oxy)phenyl)cyclopropane-1-carboxamide